4-amino-5-(2-chlorothiophene-3-yl)pentanoic acid NC(CCC(=O)O)CC1=C(SC=C1)Cl